COC1=CC=C(C=C1)C1NS(C2=C(N1)C=CC(=C2)C)(=O)=O 3-(4-methoxyphenyl)-7-methyl-3,4-dihydro-2h-benzo[e][1,2,4]thiadiazine-1,1-dioxide